O=C1N(CC2=CC(=CC=C12)C(=O)N1CC2(COC2)C1)C1CNCCC1 3-(1-oxo-5-(2-oxa-6-azaspiro[3.3]heptane-6-carbonyl)isoindolin-2-yl)piperidine